1,5-dimethylquinoxaline-2(1H)-one CN1C(C=NC2=C(C=CC=C12)C)=O